cyclopropyl (6aS,7aR)-2-((S)-1-(4-fluorobenzamido)ethyl)-6,6a,7,7a-tetrahydro-5H-cyclopropa[c][1,5]naphthyridine-5-carboxylate FC1=CC=C(C(=O)N[C@@H](C)C=2N=C3[C@H]4[C@@H](CN(C3=CC2)C(=O)OC2CC2)C4)C=C1